azapropiolactone C1(NCO1)=O